C(C1=CC=CC=C1)OC(=O)N1C[C@@H](C([C@@H](C1)C)=O)C.C(#N)C(CO)(C)NC(=O)C1=NC=CC=C1 N-(1-cyano-2-hydroxy-1-methyl-ethyl)pyridine-2-carboxamide benzyl-(3S,5R)-3,5-dimethyl-4-oxo-piperidine-1-carboxylate